4-bromo-N,N-dimethylbutylamine BrCCCCN(C)C